CC(C(=O)O)(O)C.P(=O)(OC)(OCC)O methyl ethyl phosphate (methyl lactate)